C(C1=CC=CC=C1)SC1=CC(=C(C(=C1)F)CN)F (4-(benzylthio)-2,6-difluorophenyl)methylamine